(R)-2-(4,4-difluoro-3-methylpiperidin-1-yl)-N-(2-sulfamoylpyridin-4-yl)-5-(trifluoromethyl)-nicotinamide FC1([C@@H](CN(CC1)C1=C(C(=O)NC2=CC(=NC=C2)S(N)(=O)=O)C=C(C=N1)C(F)(F)F)C)F